tert-butyl (4-(1,1-difluoro-3-methoxypropyl)-4-hydroxycyclohexyl)carbamate FC(CCOC)(F)C1(CCC(CC1)NC(OC(C)(C)C)=O)O